FC1=CNC2=NC=CC(=C21)OC2=C(C=C(C=C2)N2C(N(CC2=O)C=2C=NC=C(C2)C(F)(F)F)=O)C(C)C 3-{4-[(3-fluoro-1H-pyrrolo[2,3-b]pyridin-4-yl)oxy]-3-isopropylphenyl}-1-[5-(trifluoromethyl)-3-pyridinyl]-2,4-imidazolidinedione